1-(3-((4-acetylpiperazin-1-yl)methyl)-2-fluorophenyl)-3-(pyridin-3-yl)urea C(C)(=O)N1CCN(CC1)CC=1C(=C(C=CC1)NC(=O)NC=1C=NC=CC1)F